1-(t-butyl) 2,4-dimethyl (2S)-4-((3-nitropyridin-4-yl)oxy)pyrrolidine-1,2,4-tricarboxylate [N+](=O)([O-])C=1C=NC=CC1OC1(C[C@H](N(C1)C(=O)OC(C)(C)C)C(=O)OC)C(=O)OC